C(C)OC(=O)C1C[C@H]([C@H](C1)O)NC(=O)OC(C)(C)C (3R,4S)-3-((tert-butoxycarbonyl)amino)-4-(hydroxy)cyclopentanecarboxylic acid ethyl ester